7-((4-((5-Cyclopropyl-3-(3,5-dichloropyridin-4-yl)isoxazol-4-yl)methoxy)bicyclo[2.2.2]octan-1-yl)ethynyl)-1-morpholinoisochinolin C1(CC1)C1=C(C(=NO1)C1=C(C=NC=C1Cl)Cl)COC12CCC(CC1)(CC2)C#CC2=CC=C1C=CN=C(C1=C2)N2CCOCC2